OC(CCCC(C\C=N\C1=C(C(=O)OC)C=CC=C1)C)(C)C (E)-methyl 2-((7-hydroxy-3,7-dimethyloctylidene)amino)benzoate